methyl 2-((3-(((S)-1-amino-3-hydroxy-1-oxopropan-2-yl)carbamoyl)-2-methylbenzofuran-5-yl)oxy)-2-(2-fluorophenyl)acetate NC([C@H](CO)NC(=O)C1=C(OC2=C1C=C(C=C2)OC(C(=O)OC)C2=C(C=CC=C2)F)C)=O